ClC1=C(C=C(C=C1)S(=O)(=O)NC=1C=C2C(N(C(C2=CC1)=O)C1C(NC(CC1)=O)=O)=O)C(F)(F)F 4-chloro-N-(2-(2,6-dioxopiperidin-3-yl)-1,3-dioxoisoindolin-5-yl)-3-(trifluoromethyl)benzenesulfonamide